C(C)OC1=NC=CC=C1C1=CC(=C2C(=N1)C=NN2C(C)C)NCC2=NN(C=N2)C 5-(2-ethoxy-3-pyridinyl)-1-isopropyl-N-[(1-methyl-1,2,4-triazol-3-yl)methyl]pyrazolo[4,3-b]pyridin-7-amine